pentadecanediol chloroacetate ClCC(=O)OC(CCCCCCCCCCCCCC)O